2-methyl-6-((3-(2-(pyrrolidin-1-yl)ethyl)-1H-indol-7-yl)oxy)tetrahydro-2H-pyran-3,4,5-triol CC1OC(C(C(C1O)O)O)OC=1C=CC=C2C(=CNC12)CCN1CCCC1